ClC1=C(C)C(=C(C=C1C(C)(C)C)C(C)(C)C)Cl 2,6-Dichloro-3,5-di-tert-butyltoluene